[Pt].C(C1=CC=CC=C1)C(C(C)=O)CC1=CC=CC=C1.C(C1=CC=CC=C1)C(C(C)=O)CC1=CC=CC=C1 bis(dibenzyl-acetone) platinum (0)